O1CCC(=CC1)N1C=NC(=C1)C=1C=C(C=CC1)C (3,6-dihydro-2H-pyran-4-yl)-4(s)-(m-tolyl)-1H-imidazole